2-(1,2,3,6-tetrahydro-pyridin-4-yl)-thiazole-5-carboxylic acid [4-(1,2,3,6-tetrahydro-pyridin-4-yl)-phenyl]-amide trifluoroacetate FC(C(=O)O)(F)F.N1CCC(=CC1)C1=CC=C(C=C1)NC(=O)C1=CN=C(S1)C=1CCNCC1